C(C)N(C1=CC2=CC=CC(=C2C=C1)OC1=CC(=CC(=C1)C)NCC)CC N,N-diethyl-5-(3-(ethylamino)-5-methylphenoxy)naphthalen-2-amine